thiophthalimide copper [Cu].C1(C=2C(C(N1)=O)=CC=CC2)=S